C(C=C)(=O)N1[C@H](CN(C[C@H]1C)C=1C2=C(N(C(N1)=O)C=1C(=NC(=CC1C)N(CC1=CC=C(C=C1)OC)CC1=CC=C(C=C1)OC)C(C)C)N=C(C(=C2)F)Cl)C 4-((3S,5R)-4-Acryloyl-3,5-dimethylpiperazin-1-yl)-1-(6-(bis(4-methoxybenzyl)amino)-2-isopropyl-4-methylpyridin-3-yl)-7-chloro-6-fluoropyrido[2,3-d]pyrimidin-2(1H)-one